COC=1C=CC=2C3(C4=CC=CC=C4SC2C1OC)OC(C(O3)C)C 3',4'-dimethoxy-4,5-dimethyl-spiro[1,3-dioxolane-2,9'-thioxanthene]